2-[2-[(6-bromo-1,3-benzothiazol-2-yl)methylcarbamoyl]indan-2-yl]acetic acid BrC1=CC2=C(N=C(S2)CNC(=O)C2(CC3=CC=CC=C3C2)CC(=O)O)C=C1